prop-2-yn-1-yl (2r,3s)-3-(4-chlorophenyl)-2-phenyl-3-(phenylamino)-2-propylaminopropionate ClC1=CC=C(C=C1)[C@@H]([C@](C(=O)OCC#C)(NCCC)C1=CC=CC=C1)NC1=CC=CC=C1